C(C)(C)C1=C(C(=CC=C1)C(C)C)OP([O-])C1=CC=C(C=C1)C1=CC=C(C=C1)P([O-])[O-] (2,6-di-isopropyl-phenyl)-4,4'-biphenyldiphosphonite